C(C)NC(C1=C(C(=CC=C1)F)F)=O N-ethyl-2,3-difluorobenzamide